ClC=1C(=NC(=NC1)NC1CC1)NC1=C(C=CC=C1)C 5-chloro-N2-cyclopropyl-N4-(o-tolyl)pyrimidine-2,4-diamine